tert-butyl 4-(((7-bromo-5-fluoro-4-oxo-3,4-dihydroquinazolin-2-yl)methyl)thio)piperidine-1-carboxylate BrC1=CC(=C2C(NC(=NC2=C1)CSC1CCN(CC1)C(=O)OC(C)(C)C)=O)F